ClC=1C2=C(N=CN1)N(C=C2I)C2=C(C(=O)O)C=CN=C2 (4-chloro-5-iodo-7H-pyrrolo[2,3-d]pyrimidin-7-yl)isonicotinic acid